FC1=CC=C(C=C1)C1=NN2C(OC[C@@H](C2)C)=C1C1=C2C(=NC(=C1)C)NN=C2 (R)-2-(4-Fluorophenyl)-6-methyl-3-(6-methyl-1H-pyrazolo[3,4-b]pyridin-4-yl)-6,7-dihydro-5H-pyrazolo[5,1-b][1,3]oxazine